C(C1=CC=CC=C1)NC1=C(N=C2N1C=CN=C2C2=CC=C(C=C2)C(C)(C)C)C N-benzyl-8-(4-(tert-butyl)phenyl)-2-methylimidazo[1,2-a]pyrazin-3-amine